FC1=CC(=CC2=C1NC(COC2)=O)[C@@H](CN2C[C@@H]1[C@](C2)(C[C@H](C1)OC1=CC=CC=C1)O)O 9-fluoro-7-((S)-1-hydroxy-2-((3aS,5S,6aR)-3a-hydroxy-5-phenoxyhexahydrocyclopenta[c]pyrrol-2(1H)-yl)ethyl)-1,5-dihydrobenzo[e][1,4]oxazepin-2(3H)-one